FC(CNC1CCC(CC1)NC(OC(C)(C)C)=O)F tert-butyl ((1r,4r)-4-((2,2-difluoroethyl)amino)cyclohexyl)carbamate